3-((1r,4r)-4-((3,5-dichloropyridin-2-yl)oxy)cyclohexyl)-6-fluoro-2-oxo-2,3-dihydro-1H-benzo[d]imidazole-5-carboxylic acid ClC=1C(=NC=C(C1)Cl)OC1CCC(CC1)N1C(NC2=C1C=C(C(=C2)F)C(=O)O)=O